C(C)OC(CC(=O)C1=C(C=C(C=C1)OC)COC)=O 3-[4-methoxy-2-(methoxymethyl)phenyl]-3-oxopropanoic acid ethyl ester